NC1=C(C=C(C(=C1)S(=O)(=O)C)Cl)C1=CCCCN1C(=O)OC(C)(C)C tert-butyl 6-(2-amino-5-chloro-4-(methylsulfonyl)phenyl)-3,4-dihydropyridine-1-carboxylate